O=C1C(=CNC2=CC=CC(=C12)C(F)(F)F)C(=O)N 4-oxo-5-(trifluoromethyl)-1,4-dihydroquinoline-3-carboxamide